6-bromo-N-[5-(2,2-difluoroethoxy)-4,6-dimethoxy-pyrimidin-2-yl]-7-(1-methylpyrazol-4-yl)-1H-indole-3-sulfonamide BrC1=CC=C2C(=CNC2=C1C=1C=NN(C1)C)S(=O)(=O)NC1=NC(=C(C(=N1)OC)OCC(F)F)OC